(6-((2-amino-3-chloropyridin-4-yl)thio)-3-(4-(1-aminoethyl)-4-methylpiperidin-1-yl)pyrazin-2-yl)methanol NC1=NC=CC(=C1Cl)SC1=CN=C(C(=N1)CO)N1CCC(CC1)(C)C(C)N